COC1=CC=C2C(=N1)SC(=N2)NC(=O)N2CCC1(CC2)CCC(CC1)N(C=1C2=C(N=CN1)NC=C2)C N-(5-methoxythiazolo[5,4-b]pyridin-2-yl)-9-(methyl(7H-pyrrolo[2,3-d]pyrimidin-4-yl)amino)-3-azaspiro[5.5]undecane-3-carboxamide